5-(4-amino-1H-imidazol-1-yl)-2,3-dimethoxybenzonitrile hydrochloride Cl.NC=1N=CN(C1)C=1C=C(C(=C(C#N)C1)OC)OC